CC1SCC(N1C1=CC=CC=C1)C(=O)N methyl-3-phenylthiazolidine-4-carboxamide